FC=1C(=NC(=NC1)NC1=CC=C(C=C1)N1CCN(CC1)C)NC=1C=C(C(=O)NO)C=CC1 3-((5-fluoro-2-((4-(4-methylpiperazin-1-yl)phenyl)amino)pyrimidin-4-yl)amino)-N-hydroxybenzamide